FC1(CN(CC1)CCC1=CC=2N(C=C1)C(=CN2)C2=CC(=NC=N2)NCC2=CC=C(C=C2)C=2C=NN(C2)C)F (6-{7-[2-(3,3-difluoro-pyrrolidin-1-yl)-ethyl]-imidazo[1,2-a]pyridin-3-yl}-pyrimidin-4-yl)-[4-(1-methyl-1H-pyrazol-4-yl)-benzyl]-amine